3,6-dimethyl-3,5-heptanediol dibenzoate C(C1=CC=CC=C1)(=O)OC(CC)(CC(C(C)C)OC(C1=CC=CC=C1)=O)C